COC(=O)C1=CC=C(C=C1)N1CCC(CC1)O[C@@H]1CN(CC1)C(=O)OC(C)(C)C t-butyl (S)-3-((1-(4-(methoxycarbonyl)phenyl)piperidine-4-yl)oxy)pyrrolidine-1-carboxylate